[Ba].[Cs] cesium barium